(5-((4-(3-((2-((1S)-1-((tetrahydro-2H-pyran-2-yl)oxy)ethyl)-1H-imidazol-1-yl)methyl)isoxazol-5-yl)phenyl)ethynyl)pyridin-2-yl)methanesulfonic acid methyl ester COS(=O)(=O)CC1=NC=C(C=C1)C#CC1=CC=C(C=C1)C1=CC(=NO1)CN1C(=NC=C1)[C@H](C)OC1OCCCC1